[Cu].[Ni].[Co].[Fe].[Mg] magnesium-iron-cobalt-nickel-copper